C(C)=C1C2C3C4C=CC(C3C(C1)C2)C4 9-ethylidene-tetracyclo[6.2.1.13,6.02,7]dodec-4-ene